NC1(CCCCC1)C(=O)N1CC2N(C=3N(C(N=C(C3)OCC3=CC(=C(C=C3)F)F)=O)C2)CC1 2-(1-Aminocyclohexanecarbonyl)-7-((3,4-difluorobenzyl)oxy)-3,4,11,11a-tetrahydro-1H-pyrazino[1',2':3,4]imidazo[1,2-c]pyrimidin-9(2H)-one